C(C)C(COC(C(=C(C1=CC=CC=C1)C1=CC=CC=C1)C#N)=O)CCCC 2-cyano-3,3-diphenylacrylic acid-2-ethylhexyl ester